CC1=CC=CC(=N1)C1=C(N=CN1)C=1C=C2C=C(C=NC2=CC1)C=1C=C(SC1)C(=O)OC[C@H]1NCCCC1 [(2S)-2-piperidyl]methyl 4-[6-[5-(6-methyl-2-pyridyl)-1H-imidazol-4-yl]-3-quinolyl]thiophene-2-carboxylate